4-(4-(10-phenylanthracen-9-yl)phenyl)-5,9-dioxa-13b-boranaphtho[3,2,1-de]anthracene C1(=CC=CC=C1)C1=C2C=CC=CC2=C(C2=CC=CC=C12)C1=CC=C(C=C1)C=1C=2OC=3C=CC=C4OC=5C=CC=CC5B(C34)C2C=CC1